C(C)(C)OC1=CC=C(C=N1)NC(=O)[C@@H]1CC12CCN(CC2)C(=O)OC(C(F)(F)F)C(F)(F)F |r| 1,1,1,3,3,3-hexafluoropropan-2-yl (±)-1-((6-isopropoxypyridin-3-yl)carbamoyl)-6-azaspiro[2.5]octane-6-carboxylate